1-(4-(3-aminopyrrolidin-1-yl)butyl)-3-(4-(2-(4-methoxyphenyl)propan-2-yl)thiazol-2-yl)urea NC1CN(CC1)CCCCNC(=O)NC=1SC=C(N1)C(C)(C)C1=CC=C(C=C1)OC